N2-(2-methoxy-4-(1-methyl-1H-pyrazol-4-yl)phenyl)-N8-(1-methylcyclohexyl)pyrido[3,4-d]pyrimidine-2,8-diamine COC1=C(C=CC(=C1)C=1C=NN(C1)C)NC=1N=CC2=C(N1)C(=NC=C2)NC2(CCCCC2)C